4-amino-N-methyl-N-((3S)-6-(trifluoromethyl)-2,3-dihydrofuro[2,3-b]pyridin-3-yl)-1,3-dihydrofuro[3,4-c]quinoline-8-carboxamide NC1=NC=2C=CC(=CC2C2=C1COC2)C(=O)N([C@@H]2COC1=NC(=CC=C12)C(F)(F)F)C